dibenzo[b,d]thiophen-4-yl-boronic acid C1=CC=C(C=2SC3=C(C21)C=CC=C3)B(O)O